N-(3-{6-azaspiro[2.5]oct-6-yl}-4-{4-[2-(4,4-difluoropiperidin-1-yl)-6-(dimethylamino)pyrimidin-4-yl]-1H-1,2,3-triazol-1-yl}phenyl)-2-hydroxyethane-1-sulfonamide C1CC12CCN(CC2)C=2C=C(C=CC2N2N=NC(=C2)C2=NC(=NC(=C2)N(C)C)N2CCC(CC2)(F)F)NS(=O)(=O)CCO